methyl 4-bromo-3-methylpicolinate BrC1=C(C(=NC=C1)C(=O)OC)C